2-(4-(5-Amino-1-(tert-butyl)-4-cyano-1H-pyrazol-3-yl)phenyl)-N-(3-neopentylisoxazol-5-yl)acetamide NC1=C(C(=NN1C(C)(C)C)C1=CC=C(C=C1)CC(=O)NC1=CC(=NO1)CC(C)(C)C)C#N